C(C1=CC=CC=C1)OC(=O)N1CCC(=C[C@H]1C1=CC=C(C=C1)C(=O)OC)C=1C=NC=CC1 (S)-6'-(4-(methoxycarbonyl)phenyl)-3',6'-dihydro-[3,4'-bipyridyl]-1'(2'H)-carboxylic acid benzyl ester